carbonyl-bis-ethyleneimine C(C=C)(C=C)=N